2-(cyanoamino)pyridine-3-carbonitrile C(#N)NC1=NC=CC=C1C#N